N1N=NN=C1CC1CC(C1)(C(=O)NC=1C(=NC(=CC1)OC)OC(F)F)C1=C(C=CC=C1)C(C)C 3-((1H-tetrazol-5-yl)methyl)-N-(2-(difluoromethoxy)-6-methoxypyridin-3-yl)-1-(2-isopropylphenyl)cyclobutane-1-carboxamide